CN(C=1C=C(CN(C=2SC(=C(N2)C)CN2CCOCC2)CC2=CC(=CC=C2)OC)C=CC1)C N-(3-(dimethylamino)benzyl)-N-(3-methoxybenzyl)-4-methyl-5-(morpholinomethyl)thiazol-2-amine